IC1=CC=C(C=C1)S(=O)(=O)N1CC2(C1)C1(NC(NC1=O)=O)CCC2 2-((4-Iodophenyl)sulfonyl)-2,6,8-triazadispiro[3.0.45.34]dodecane-7,9-dione